N-((1-((2-(3,5-dichlorophenyl)-6-((6-(4-(3-(methylsulfonyl)butyl)piperazin-1-yl)pyridin-3-yl)oxy)pyridin-4-yl)methyl)piperidin-4-yl)methyl)acetamide ClC=1C=C(C=C(C1)Cl)C1=NC(=CC(=C1)CN1CCC(CC1)CNC(C)=O)OC=1C=NC(=CC1)N1CCN(CC1)CCC(C)S(=O)(=O)C